N-((2R,3R,4R,5R,6R)-2-(5-(2-(2-aminoethoxy)ethoxy)pentyl)-4,5-dihydroxy-6-(hydroxymethyl)tetrahydro-2H-pyran-3-yl)acetamide NCCOCCOCCCCC[C@H]1O[C@@H]([C@@H]([C@@H]([C@H]1NC(C)=O)O)O)CO